C1(=CC=CC=C1)[C@H](CNC(=O)C1CCN(CC1)C(=O)C1=NNC(=C1)C1=CC=NC=C1)C N-[(2R)-2-phenylpropyl]-1-[5-(pyridin-4-yl)-1H-pyrazole-3-carbonyl]piperidine-4-carboxamide